6-benzoyl-2'-fluoro-2'-deoxyadenosine C(C1=CC=CC=C1)(=O)C1(C2=NCN([C@H]3[C@@H]([C@H](O)[C@@H](CO)O3)F)C2=NC=N1)N